(Z)-N'-hydroxy-4-(2-(2-hydroxyethoxy)pyrimidin-5-yl)benzimidamide O\N=C(\C1=CC=C(C=C1)C=1C=NC(=NC1)OCCO)/N